C1(CCC1)OCCN 2-cyclobutoxyethan-1-amine